FC1=C(C=CC(=C1)OC1=C2C(=NC=C1)NC=C2C)NC(=O)NC2=CC(=C(C=C2)OC2CCN(CC2)C)C(F)(F)F 1-(2-fluoro-4-((3-methyl-1H-pyrrolo[2,3-b]pyridin-4-yl)oxy)phenyl)-3-(4-((1-methylpiperidin-4-yl)oxy)-3-(trifluoromethyl)phenyl)urea